2,2'-(4-{1-ethoxy-1-oxo-3-[4-(2,2,3,3-tetrafluoropropoxy)phenyl]propan-2-yl}-10-[(2S)-3-hydroxy-1-methoxy-1-oxopropan-2-yl]-1,4,7,10-tetraazacyclododecane-1,7-diyl)diacetic acid C(C)OC(C(CC1=CC=C(C=C1)OCC(C(F)F)(F)F)N1CCN(CCN(CCN(CC1)CC(=O)O)[C@H](C(=O)OC)CO)CC(=O)O)=O